N-((3R,4R)-1-(4-((2-fluoro-3-methyl-4-((1-methyl-1H-benzo[d][1,2,3]triazol-5-yl)oxy)phenyl)amino)pyrido[3,2-d]pyrimidin-6-yl)-4-methylpiperidin-3-yl)acrylamide FC1=C(C=CC(=C1C)OC1=CC2=C(N(N=N2)C)C=C1)NC=1C2=C(N=CN1)C=CC(=N2)N2C[C@@H]([C@@H](CC2)C)NC(C=C)=O